C(C)(C)(C)OC(=O)N1[C@@H](CC(C1)=C)C(=O)OC(C)(C)C.[Si](C)(C)(C(C)(C)C)OCCCCOC1=C(C(=CC=C1)O)Cl 4-[4-(tert-Butyldimethylsilyloxy)butoxy]-3-chloro-2-hydroxybenzene di-tert-butyl-(S)-4-methylenepyrrolidine-1,2-dicarboxylate